racemic-((1S,2S)-2-(6-chloroimidazo[1,2-b]pyridazin-8-yl)cyclopropyl)boronic acid ClC=1C=C(C=2N(N1)C=CN2)[C@@H]2[C@H](C2)B(O)O |r|